N1N=CC(=C1)C1=CN(C2=NC=CC=C12)COCC[Si](C)(C)C 3-(1H-pyrazol-4-yl)-1-((2-(trimethylsilyl)ethoxy)methyl)-1H-7-azaindole